NC(CN1CCN(CC1)C1=C(C=C2CN(C(C2=C1)=O)CCC(C)(C)O)NC(=O)C=1C=NN2C1N=CC=C2)=O N-[6-[4-(2-Amino-2-oxo-ethyl)piperazin-1-yl]-2-(3-hydroxy-3-methyl-butyl)-1-oxo-isoindolin-5-yl]pyrazolo[1,5-a]pyrimidine-3-carboxamide